1-Benzyl-3-(4-(trifluoromethyl)phenyl)-1H-pyrazole C(C1=CC=CC=C1)N1N=C(C=C1)C1=CC=C(C=C1)C(F)(F)F